4-((2R,4r)-1-((5-methoxy-7-methyl-1H-indol-4-yl)methyl)-4-(oxetan-3-yloxy)piperidin-2-yl)benzoic acid COC=1C(=C2C=CNC2=C(C1)C)CN1[C@H](C[C@@H](CC1)OC1COC1)C1=CC=C(C(=O)O)C=C1